C(C)(C)(C)C1=CC=C(C=C1)[C@H]1[C@H](CN(CC1)C(=O)C1CC2(C1)NC(OC2)=O)C |r| (rac)-(2s,4S)-2-((3R,4R)-4-(4-(tert-butyl)phenyl)-3-methylpiperidine-1-carbonyl)-7-oxa-5-azaspiro[3.4]Octane-6-one